2-chloro-5-[(3-hydroxy-3-methyl-cyclobutanecarbonyl)amino]-N-[3-methyl-5-(2-phenylethynyl)-2-pyridyl]benzamide ClC1=C(C(=O)NC2=NC=C(C=C2C)C#CC2=CC=CC=C2)C=C(C=C1)NC(=O)C1CC(C1)(C)O